vinyl-pyrroldione C(=C)C=1C(C(NC1)=O)=O